C(C)OC(C(C)(C)N1C[C@@H](CCC1)N)=O 2-[(3R)-3-amino-1-piperidinyl]-2-methyl-propionic acid ethyl ester